N-(1-((2R,3R,4R,5R)-5-((2H-1,2,3-triazol-2-yl)methyl)-4-((tert-butyldimethylsilyl)oxy)-3-methoxytetrahydrofuran-2-yl)-2-oxo-1,2-dihydropyrimidin-4-yl)benzamide N=1N(N=CC1)C[C@@H]1[C@H]([C@H]([C@@H](O1)N1C(N=C(C=C1)NC(C1=CC=CC=C1)=O)=O)OC)O[Si](C)(C)C(C)(C)C